bis(4-octyl-phenethyl)phosphinic acid C(CCCCCCC)C1=CC=C(CCP(O)(=O)CCC2=CC=C(C=C2)CCCCCCCC)C=C1